2,2'-(ethane-1,1-diyl)diphenol C(C)(C1=C(C=CC=C1)O)C1=C(C=CC=C1)O